C1(=CC=CC=C1)C1=C(NC=2C1=NC=CC2)C2=C(C=NC=C2)OCCN 2-{[4-(3-phenyl-1H-pyrrolo[3,2-b]pyridin-2-yl)pyridin-3-yl]oxy}ethan-1-amine